C(#N)C1=CC=C(C(=N1)C)OC=1N=NC(=C(C1C(=O)NC1=CC(=CC=C1)[S@@](=O)(=N)C)C)C(F)(F)F (R)-3-((6-cyano-2-methylpyridin-3-yl)oxy)-5-methyl-N-(3-(S-methylsulfonimidoyl)phenyl)-6-(trifluoromethyl)pyridazine-4-carboxamide